benzyl N-benzyloxycarbonyl-N-[1-methyl-2-[(E)-3-methylbut-1-enyl]pyrrolo[3,2-c]pyridin-6-yl]carbamate C(C1=CC=CC=C1)OC(=O)N(C(OCC1=CC=CC=C1)=O)C1=CC2=C(C=N1)C=C(N2C)\C=C\C(C)C